2,2'-Bis(di(3,5-dimethylphenyl)phosphino)-1,1'-binaphthyl CC=1C=C(C=C(C1)C)P(C1=C(C2=CC=CC=C2C=C1)C1=C(C=CC2=CC=CC=C12)P(C1=CC(=CC(=C1)C)C)C1=CC(=CC(=C1)C)C)C1=CC(=CC(=C1)C)C